N,N'-(2,2'-dimethyl-[1,1'-biphenyl]-3,3'-diyl)bis(4-cyclopropyl-5-(((1,3-dihydroxypropan-2-yl)amino)methyl)picolinamide) CC1=C(C=CC=C1NC(C1=NC=C(C(=C1)C1CC1)CNC(CO)CO)=O)C1=C(C(=CC=C1)NC(C1=NC=C(C(=C1)C1CC1)CNC(CO)CO)=O)C